O1CCN(CC1)CCN1N=C(C=C1C(=O)O)C1=CC(=CC=C1)C=1OC(=CN1)C(NC(CC)CC)=O 1-(2-morpholinoethyl)-3-(3-(5-(pentan-3-ylcarbamoyl)oxazol-2-yl)phenyl)-1H-pyrazole-5-carboxylic acid